Methyl (R,E)-3-(4'-phenoxy-5-((1-phenylpropyl)carbamoyl)-[1,1'-biphenyl]-3-yl)acrylate O(C1=CC=CC=C1)C1=CC=C(C=C1)C1=CC(=CC(=C1)C(N[C@H](CC)C1=CC=CC=C1)=O)/C=C/C(=O)OC